4-(3-methoxypropyl)phenylacetaldehyde COCCCC1=CC=C(C=C1)CC=O